CC1(CC=2C(=CC3=C(SC4=C3N=CNC4=O)N2)CO1)C 8,8-dimethyl-7,8-dihydro-3H-pyrano[3'',4'':5',6']pyrido-[3',2':4,5]thieno[3,2-d]pyrimidin-4(10H)-one